O1C(=CC=C1)[C@H]1C[C@@H](OC=2N(N=C(C21)C(F)(F)F)C2=CC=C(C(=O)OCCOC(C(C)(C)Br)=O)C=C2)OCCO 2-((2-bromo-2-methylpropanoyl)oxy)ethyl 4-((4S,6R)-4-(furan-2-yl)-6-(2-hydroxyethoxy)-3-(trifluoromethyl)-5,6-dihydropyrano[2,3-c]pyrazol-1(4H)-yl)benzoate